N-(3,4-dihydroxy-9,10-dioxo-9,10-dihydroanthracen-2-yl)-4-fluoro-3-trifluoromethylbenzenesulfonamide OC=1C(=CC=2C(C3=CC=CC=C3C(C2C1O)=O)=O)NS(=O)(=O)C1=CC(=C(C=C1)F)C(F)(F)F